Natrium (S)-3-(3-(1,6-Dimethyl-4-oxido-2-oxo-1,2-dihydropyridin-3-yl)ureido)-3-(3'-methoxy-5-methylbiphenyl-3-yl)propanoat CN1C(C(=C(C=C1C)[O-])NC(N[C@@H](CC(=O)[O-])C=1C=C(C=C(C1)C)C1=CC(=CC=C1)OC)=O)=O.[Na+].[Na+]